2-(4-methylpiperazin-1-yl)ethan CN1CCN(CC1)CC